BrCC1=CN=C2C=C(C(NC2=C1)=O)C1CC1 7-(Bromomethyl)-3-cyclopropyl-1,5-naphthyridin-2(1H)-one